(S)-6-(1-aminoethyl)pyrazin-2-amine N[C@@H](C)C1=CN=CC(=N1)N